N-((3R,5S)-5-(methoxymethyl)pyrrolidin-3-yl)oxazole-2-carboxamide TFA salt OC(=O)C(F)(F)F.COC[C@@H]1C[C@H](CN1)NC(=O)C=1OC=CN1